C(#CCCCCC)C=1N=CSC1 (Z)-4-(hept-1-yn-1-yl)thiazole